(4-(2-aminopyrimidin-4-yl)-2-methylbenzyl)-2-(tert-butyl)thiazole-5-carboxamide NC1=NC=CC(=N1)C1=CC(=C(CC=2N=C(SC2C(=O)N)C(C)(C)C)C=C1)C